(E)-pent-3-en-2-one CC(\C=C\C)=O